OC=1C=C(CO)C=C(C1OC)O 3,5-Dihydroxy-4-Methoxybenzyl Alcohol